C(C)C1C(=O)OC1 ethylpropanolactone